Cl.Cl.CC(CN)CN 2-methylpropane-1,3-diamine dihydrochloride